3-(8-((Bis(4-methoxyphenyl)(phenyl)methoxy)methyl)-9H-purin-9-yl)propyl (2-cyanoethyl) diisopropylphosphoramidite C(C)(C)N(P(OCCCN1C2=NC=NC=C2N=C1COC(C1=CC=CC=C1)(C1=CC=C(C=C1)OC)C1=CC=C(C=C1)OC)OCCC#N)C(C)C